CC1(N(CC(C1)CCCOS(=O)(=O)C)C(=O)OC(C)(C)C)C tert-butyl 2,2-dimethyl-4-(3-methylsulfonyl oxypropyl)pyrrolidine-1-carboxylate